(S)-3-(5-(4-((1-(4-((1R,2S)-2-ethyl-6-hydroxy-1,2,3,4-tetrahydronaphthalen-1-yl)phenyl)piperidin-4-yl)methyl)piperazin-1-yl)-1-oxoisoindolin-2-yl)piperidine-2,6-dione C(C)[C@@H]1[C@@H](C2=CC=C(C=C2CC1)O)C1=CC=C(C=C1)N1CCC(CC1)CN1CCN(CC1)C=1C=C2CN(C(C2=CC1)=O)[C@@H]1C(NC(CC1)=O)=O